COC=1C=C(CN2C(=NC=3C2=NC=C(C3)C3=CC=NC=C3)N)C=CC1OCC=1C=NC(=CC1)OC 3-(3-methoxy-4-((6-methoxypyridin-3-yl)methoxy)benzyl)-6-(pyridin-4-yl)-3H-imidazo[4,5-b]pyridin-2-amine